2,2,2-trifluoro-1-(phenyl)-ethanone oxime FC(C(=NO)C1=CC=CC=C1)(F)F